C=CC ProPen